NC1=C2C(=NC=N1)N(N=C2C2=CC=C(C=C2)OC2=CC=CC=C2)C2CCN(CC2)C(CCCCCCCSC=2C=C1C(N(C(C1=CC2F)=O)C2C(NC(CC2)=O)=O)=O)=O 5-((8-(4-(4-amino-3-(4-phenoxyphenyl)-1H-pyrazolo[3,4-d]pyrimidin-1-yl)piperidin-1-yl)-8-oxooctyl)thio)-2-(2,6-dioxopiperidin-3-yl)-6-fluoroisoindoline-1,3-dione